tert-butyl 4-[(2-oxocyclopentyl)carbonyl]-1-piperazinecarboxylate O=C1C(CCC1)C(=O)N1CCN(CC1)C(=O)OC(C)(C)C